C1(CC1)C1=CN(C=2N=CN=C(C21)N2[C@H](CN(CC2)C(=O)OC(C)(C)C)C)C=2C=NC=C(C2)C tert-butyl (S)-4-(5-cyclopropyl-7-(5-methylpyridin-3-yl)-7H-pyrrolo[2,3-d]pyrimidin-4-yl)-3-methylpiperazine-1-carboxylate